CN(C(/C=C/CC[C@H](C(=O)NC1=CN=CN(C1=O)CC=1NC2=CC=C(C=C2C1)F)CN(C([O-])=O)C)=O)C (S,E)-7-(Dimethylamino)-1-((1-((5-fluoro-1H-indol-2-yl)methyl)-6-oxo-1,6-dihydropyrimidin-5-yl)amino)-1,7-dioxohept-5-en-2-yl-dimethylcarbamat